NC=1C=C(C(=C2CCC(CC12)(C)O)C)F 8-amino-6-fluoro-2-hydroxy-2,5-dimethyl-3,4-dihydronaphthalen